eicosane-5,8,11,14,17-pentaenoic acid C(CCCC=CCC=CCC=CCC=CCC=CCC)(=O)O